N1-(4-Methoxy-5-(pyrazolo[1,5-a]pyridin-5-yl)pyrrolo[2,1-f][1,2,4]triazin-2-yl)-3-methylcyclobutane-1,3-diamine COC1=NC(=NN2C1=C(C=C2)C2=CC=1N(C=C2)N=CC1)NC1CC(C1)(N)C